C(C)(=O)C=1C(=NC=CC1)CO acetylpyridinemethanol